O1C(CCCC1)N1N=CC(=C1)B1OC(C(O1)(C)C)(C)C 1-(Tetrahydro-2H-pyran-2-yl)-4-(4,4,5,5-tetramethyl-1,3,2-dioxaborolan-2-yl)-1H-pyrazole